ClC=1C=C(C=CC1)N(C1(CCC2(C=CC3=CC=CC=C23)CC1)C(=O)OC)C methyl (1r,4r)-4-[(3-chlorophenyl)(methyl)amino]spiro[cyclohexane-1,1'-indene]-4-carboxylate